OC1=C(C=CC=C1)NS(=O)=O N-(2-hydroxyphenyl)sulfonamide